ClC1=CC=C(C(=O)N2C3=C(SCC2)C(=CN=C3)C3=CC=C(C#N)C=C3)C=C1 4-(4-(4-Chlorobenzoyl)-3,4-dihydro-2H-pyrido[4,3-b][1,4]thiazin-8-yl)benzonitrile